BrC=1C=C(C(=C(C1)C1=C(C(=C(C(=C1[2H])[2H])[2H])[2H])[2H])C([2H])([2H])[2H])OC1=CC=2N(C3=C(C(=C(C(=C3C2C=C1)[2H])[2H])[2H])[2H])C1=NC=CC(=C1)C(C)(C)C 2-((5-bromo-2-(methyl-d3)-[1,1'-biphenyl]-3-yl-2',3',4',5',6'-d5)oxy)-9-(4-(tert-butyl)pyridin-2-yl)-9H-carbazole-5,6,7,8-d4